1'-(4-(4-(aminomethyl)-1-oxo-1,2-dihydro-phthalazin-6-yl)-1-methyl-1H-pyrazol-5-yl)spiro[cyclohexane-1,3'-indoline]-2'-one hydrochloride Cl.NCC1=NNC(C2=CC=C(C=C12)C=1C=NN(C1N1C(C2(C3=CC=CC=C13)CCCCC2)=O)C)=O